N1C(=NC=2C=CC=3C=CC=NC3C21)C(=O)N imidazoquinolineamid